ClC1=C(C=C2C=C(N=CC2=C1)NC(=O)C1C(C1)C=1SC=CC1)C1CCN(CC1)[C@@]1(COC[C@@H]1O)C N-(7-chloro-6-(1-((3R,4R)-4-hydroxy-3-methyltetrahydrofuran-3-yl)piperidin-4-yl)isoquinolin-3-yl)-2-(thiophen-2-yl)cyclopropane-1-carboxamide